1,2-bis(azidomethyl)benzene N(=[N+]=[N-])CC1=C(C=CC=C1)CN=[N+]=[N-]